FC(C=1C=2N(C=CC1)N=C(C2)[C@H]2N(CCC1=C2N=CN1)C=1OC(=NN1)C(C)C)F (S)-2-(4-(4-(difluoromethyl)pyrazolo[1,5-a]pyridin-2-yl)-1,4,6,7-tetrahydro-5H-imidazo[4,5-c]pyridin-5-yl)-5-isopropyl-1,3,4-oxadiazole